C(C)(C)O[Ti](C(COCC)=O)(C(COCC)=O)OC(C)C di-iso-propoxydi(ethoxyacetyl)titanium